N1(CCCCC1)C=O piperidine-1-carboxaldehyde